phenylisooctane C1(=CC=CC=C1)C(C)(C)CC(C)(C)C